O1CCC2=C1C=CC=C2 2,3-dihydro-benzofuran